magnesium carbonate, magnesium salt [Mg+2].C([O-])([O-])=O.[Mg+2].C([O-])([O-])=O